COC1=NC=CC(=C1)[C@H](C)NC(=O)C=1C=NC2=C(N=C(C=C2C1N1CC2(CCCN2)CC1)C)C1CC1 N-[(S)-1-(2-methoxy-4-pyridyl)ethyl]-8-cyclopropyl-4-(1,7-diaza-7-spiro[4.4]nonyl)-6-methyl-1,7-diaza-3-naphthamide